(1S)-1-(3-chlorophenyl)-2-[(2R,4S)-4-[(4-methylsulfonylphenoxy)methyl]-2-methylpyrrolidin-1-yl]ethan-1-ol Oxazol-5-ylmethyl-methanesulfonate O1C=NC=C1CCS(=O)(=O)O[C@H](CN1[C@@H](C[C@@H](C1)COC1=CC=C(C=C1)S(=O)(=O)C)C)C1=CC(=CC=C1)Cl